C(=C)C1(CCC1)[C@@H](C(=O)N1[C@@H]([C@H]2[C@H]3C=C[C@@H]([C@H]2C1)C3)C(=O)O)NC(C(F)(F)F)=O (1R,2S,3S,6R,7S)-4-[(2S)-2-(1-ethenylcyclobutyl)-2-(2,2,2-trifluoroacetamido)acetyl]-4-azatricyclo[5.2.1.0^{2,6}]dec-8-ene-3-carboxylic acid